n-propan-2-one CC(C)=O